C(C)(C)(C)OC(=O)N1CC(C=2C3=C(C=CC12)C(=CC=C3)C(F)(F)F)C 1-methyl-6-(trifluoromethyl)-1,2-dihydro-3H-benzo[e]Indole-3-carboxylic acid tert-butyl ester